(cis)-4-phenylcyclohexane-1-amine hydrochloride Cl.C1(=CC=CC=C1)[C@H]1CC[C@H](CC1)N